4-(pyridin-3-yl)-1,3-thiazol-2-amine N1=CC(=CC=C1)C=1N=C(SC1)N